5-[1-(cyclobutyl-methyl)-8-dimethylamino-2-oxo-8-phenyl-1,3-diazaspiro[4.5]decan-3-yl]-4-methyl-pyridine-2-carboxylic acid methyl ester COC(=O)C1=NC=C(C(=C1)C)N1C(N(C2(C1)CCC(CC2)(C2=CC=CC=C2)N(C)C)CC2CCC2)=O